4-((2s,5r)-4-acryloyl-2,5-dimethylpiperazin-1-yl)-1-(2-isopropylphenyl)-7-(5-methyl-1H-indazol-4-yl)-5,6,7,8-tetrahydropyrido[3,4-d]pyrimidin-2(1H)-one C(C=C)(=O)N1C[C@@H](N(C[C@H]1C)C=1C2=C(N(C(N1)=O)C1=C(C=CC=C1)C(C)C)CN(CC2)C2=C1C=NNC1=CC=C2C)C